8-(4,4-difluoropiperidin-1-yl)-N-(4-(2,4-dioxotetrahydropyrimidin-1(2H)-yl)phenyl)octanamide FC1(CCN(CC1)CCCCCCCC(=O)NC1=CC=C(C=C1)N1C(NC(CC1)=O)=O)F